ClC=1C=CC(=C(C(=O)N[C@H](C(C(=O)NC)=O)C[C@H]2C(N[C@@H](C2)C)=O)C1)NC(=O)C1CC1 5-chloro-2-(cyclopropanecarbonylamino)-N-[(1S)-3-(methylamino)-1-[[(3S,5R)-5-methyl-2-oxo-pyrrolidin-3-yl]methyl]-2,3-dioxo-propyl]benzamide